ClC=1C(=NC(=NC1)NC1=CC=NN1C)C=1C=C(SC1)C(=O)NC1=CC(=C(C=C1)F)Cl 4-(5-chloro-2-((1-methyl-1H-pyrazol-5-yl)amino)pyrimid-4-yl)-N-(3-chloro-4-fluoro-phenyl)thiophen-2-carboxamide